tert-Butyl (2-cyclopropoxy-2-(2-(4-ethynylpiperidin-1-yl)-6-(6-methyl-7-oxo-6,7-dihydro-1H-pyrrolo[2,3-c]pyridin-4-yl)quinazolin-4-yl)-2-phenylethyl)ethane-1,2-diylbis(methylcarbamate) C1(CC1)OC(CC(CN(C(OC(C)(C)C)=O)C)N(C([O-])=O)C)(C1=CC=CC=C1)C1=NC(=NC2=CC=C(C=C12)C=1C2=C(C(N(C1)C)=O)NC=C2)N2CCC(CC2)C#C